[3-(1-piperazinyl)propyl]trimethoxysilane N1(CCNCC1)CCC[Si](OC)(OC)OC